FC=1C=C(C=C2C(=NN(C12)C(C)C)I)N1N=CC(=C1)C(=O)O 1-(7-fluoro-3-iodo-1-isopropyl-1H-indazole-5-yl)-1H-pyrazole-4-carboxylic acid